3-[4-[2-(hydroxyamino)-2-oxo-ethyl]-5-phenyl-1H-pyrazol-3-yl]Cyclohexanecarboxylic acid ONC(CC=1C(=NNC1C1=CC=CC=C1)C1CC(CCC1)C(=O)O)=O